6-(1-ethylpyrazol-4-yl)-2-methyl-3-[rel-(4R)-8-(difluoromethoxy)-4-methyl-1-oxo-3,4-dihydro-2H-isoquinolin-6-yl]indazole-4-carbonitrile C(C)N1N=CC(=C1)C=1C=C(C2=C(N(N=C2C1)C)C=1C=C2[C@H](CNC(C2=C(C1)OC(F)F)=O)C)C#N |o1:20|